C(C)(C)(C)OC(=O)NC=1C=C(C=NC1)C1=CC=C(C(=O)OC)C=C1 methyl 4-(5-((tert-butoxycarbonyl)amino)pyridin-3-yl)benzoate